NC(CO)(CO)C=1N=NN(C1)CCCCCCCCCCCC 2-amino-2-(1-dodecyl-1,2,3-triazole-4-yl)-1,3-propanediol